C(CCCC)(=O)C1=CC=C(C=C1)O 4-Valerylphenol